NC1=C(C(C(O1)C1=C(C=C(C=C1)Cl)Cl)=O)O 5-amino-4-hydroxy-2-(2,4-dichlorophenyl)-furan-3-one